Ethyl 2-(5-(2-methyl-[1,1'-biphenyl]-3-yl)isoindolin-2-yl)acetate CC1=C(C=CC=C1C=1C=C2CN(CC2=CC1)CC(=O)OCC)C1=CC=CC=C1